tert-butyl (2R)-2-[[(3-amino-6-chloropyridin-2-yl)oxy]methyl]pyrrolidine-1-carboxylate NC=1C(=NC(=CC1)Cl)OC[C@@H]1N(CCC1)C(=O)OC(C)(C)C